tert-Butyl 4-cyclopentenyl-5,6-dihydropyridine-1(2H)-carboxylate C1(=CCCC1)C1=CCN(CC1)C(=O)OC(C)(C)C